Bis-(4-amino-phenyl)-methan NC1=CC=C(C=C1)CC1=CC=C(C=C1)N